C(C1=CC=CC=C1)OC(C=C[C@@H]1CN(CC1)C(=O)OC(C)(C)C)=O tert-butyl (3R)-3-[3-(benzyloxy)-3-oxoprop-1-en-1-yl]pyrrolidine-1-carboxylate